C(C)(C)(C)N(C#N)Cl tert-butyl-N-chlorocyanamide